(R)-2-(1-amino-7-(7-fluoroimidazo[1,2-a]pyridin-3-yl)isoquinolin-4-yl)-N-Methyl-4,5,6,7-tetrahydrobenzo[d]thiazol-4-amine NC1=NC=C(C2=CC=C(C=C12)C1=CN=C2N1C=CC(=C2)F)C=2SC1=C(N2)[C@@H](CCC1)NC